6-(2-methoxyphenyl)pyridin-3-amine COC1=C(C=CC=C1)C1=CC=C(C=N1)N